C(C)(C)(C)OC(C1=C(C(=CC=C1[N+](=O)[O-])OC1=C(C(=CC=C1F)N)Cl)C)=O 3-(3-amino-2-chloro-6-fluorophenoxy)-2-methyl-6-nitrobenzoic acid tert-butyl ester